1-(2-(1-aminoethyl)-7-cyclopropylimidazo[1,2-a]pyridin-5-yl)-3-methylimidazolidine-2,4-dione NC(C)C=1N=C2N(C(=CC(=C2)C2CC2)N2C(N(C(C2)=O)C)=O)C1